ClCC(=O)NC(NC1CCOCC1)=O 2-chloro-N-((tetrahydro-2H-pyran-4-yl)carbamoyl)acetamide